C1(=CC=CC2=CC=CC=C12)C=1C2=CC=CC=C2C(=C2C=CC=CC12)C1=CC=CC2=CC=CC=C12 9,10-di(naphthyl)anthracene